NC1=CC=C(C=C1)C#CC1=CC=C(C=C1)N 4,4'-diaminotolane